N-(5-(4-chlorobenzyl)thiazol-2-yl)-4-((2-(2,6-dioxopiperidin-3-yl)-3-oxoisoindolin-5-yl)methyl)benzamide ClC1=CC=C(CC2=CN=C(S2)NC(C2=CC=C(C=C2)CC=2C=C3C(N(CC3=CC2)C2C(NC(CC2)=O)=O)=O)=O)C=C1